FC=1C=C(C=CC1C)[C@]1(CN(CC1)C(=O)C1=NNC2=CC=C(C=C12)C)C1=NC=NS1 (R)-(3-(3-fluoro-4-methylphenyl)-3-(1,2,4-thiadiazol-5-yl)pyrrolidin-1-yl)(5-methyl-1H-indazol-3-yl)methanone